2-(6-(cyclopropanesulfonamido)pyridin-2-yl)-N-(4-(6-ethoxypyrazin-2-yl)phenyl)-2-methylpropanamide C1(CC1)S(=O)(=O)NC1=CC=CC(=N1)C(C(=O)NC1=CC=C(C=C1)C1=NC(=CN=C1)OCC)(C)C